1-(tert-butoxycarbonyl)-4-(2,2,2-trifluoroethoxy)piperidine-4-carboxylic acid C(C)(C)(C)OC(=O)N1CCC(CC1)(C(=O)O)OCC(F)(F)F